OC1CN(C1)CC1=C2C(=NC(=C1)C=1C=C3CN(C(C3=CC1)=O)C1C(NC(CC1)=O)=O)N(C=C2)C2COC2 3-(5-(4-((3-hydroxyazetidin-1-yl)methyl)-1-(oxetan-3-yl)-1H-pyrrolo[2,3-b]pyridin-6-yl)-1-oxoisoindolin-2-yl)piperidine-2,6-dione